1-bromo-2-(2,2-diethoxyethoxy)benzene BrC1=C(C=CC=C1)OCC(OCC)OCC